CN1[C@H](CCC1)C1=CC=2C=NC(=CC2N1COCC[Si](C)(C)C)N 2-[(2R)-1-methylpyrrolidin-2-yl]-1-{[2-(trimethylsilyl)ethoxy]methyl}pyrrolo[3,2-c]pyridin-6-amine